C(#N)C1=NC2=CC(=CC(=C2N=C1N1CC2=C(CC1)SC=N2)[C@@H](C)NC2=C(C(=O)O)C=CC=C2)C (R)-2-((1-(2-cyano-3-(6,7-dihydrothiazolo[4,5-c]pyridin-5(4H)-yl)-7-methylquinoxalin-5-yl)ethyl)amino)benzoic acid